CN(C=1C(=CC(=C(C(=O)O)C1)F)C(NS(=O)(=O)N1[C@H](CCC1)COC)=O)C (R)-5-(dimethylamino)-2-fluoro-4-(((2-(methoxymethyl)pyrrolidin-1-yl)sulfonyl)carbamoyl)benzoic acid